O(C1=CC=CC=C1)C(C(=O)O)=C.C(C=C)(=O)OOC1=CC=CC=C1 phenoxy acrylate (phenoxyacrylate)